C1(=CC=CC=C1)SC1N(CCC1)C(=O)OC(C)(C)C tert-butyl 2-(phenylthio)pyrrolidine-1-carboxylate